4-amino-N'-(cyclopropanecarbonyl)-N-(2-fluoro-4-(isothiazol-4-yl)benzyl)-N',1-dimethyl-1H-pyrazolo[4,3-c]quinoline-8-carbohydrazide NC1=NC=2C=CC(=CC2C2=C1C=NN2C)C(=O)N(N(C)C(=O)C2CC2)CC2=C(C=C(C=C2)C=2C=NSC2)F